E-2-dodecenal C(\C=C\CCCCCCCCC)=O